7-(2-methoxypyridin-3-yl)-N-(4-morpholinophenyl)thieno[3,2-d]pyrimidin-2-amine COC1=NC=CC=C1C1=CSC2=C1N=C(N=C2)NC2=CC=C(C=C2)N2CCOCC2